3-((o-Tolylamino)methyl)-4H-chromen-4-one C1(=C(C=CC=C1)NCC1=COC2=CC=CC=C2C1=O)C